ClC=1C=CC(=C(C1)N1C(C(N(CC1)[C@H](C(=O)NC1=CC=C2C=C(NC2=C1)C(=O)O)CC1=CC=CC=C1)=O)=O)N1N=NN=C1 (S)-6-(2-(4-(5-chloro-2-(1H-tetrazol-1-yl)phenyl)-2,3-dioxopiperazin-1-yl)-3-phenylpropionamido)-1H-indole-2-carboxylic acid